C(C)(C)(C)OC(=O)N[C@H](COC=1C=C(C=CC1)CCCCCC(=O)O)CCC(N)=O 6-[3-[(2S)-2-[(tert-butoxycarbonyl)amino]-4-carbamoylbutoxy]phenyl]hexanoic acid